FC1=CC=C(C=O)C=C1 L-4-fluorobenzaldehyde